C(=O)O.NCCOCCNC(C1=C(C=C(C=C1)NC=1C=2N(C=CN1)C(=CN2)C=2C(=NN(C2)CC(=O)N)C(F)(F)F)CC)=O N-[2-(2-aminoethoxy)ethyl]-4-[[3-[1-(2-amino-2-oxoethyl)-3-(trifluoromethyl)pyrazol-4-yl]imidazo[1,2-a]pyrazin-8-yl]amino]-2-ethylbenzamide formate